COC=1C=CC(=NC1)CCN 2-(5-Methoxypyridin-2-yl)ethan-1-amine